2-methylpropyl((S)-3-cyclohexyl-1-(((S)-1-hydroxy-3-((S)-2-oxopyrrolidin-3-yl)propan-2-yl)amino)-1-oxopropan-2-yl)carbamate CC(COC(N[C@H](C(=O)N[C@H](CO)C[C@H]1C(NCC1)=O)CC1CCCCC1)=O)C